3-bromo-N,6-dimethylimidazo[1,2-a]pyrazin-8-amine BrC1=CN=C2N1C=C(N=C2NC)C